FC=1C=C2CC3C(C2=CC1F)(C=1C=C(C(=CC1C3)F)F)O 2,3,6,7-tetrafluoro-4b,9,9a,10-tetrahydroindeno[1,2-a]inden-4b-ol